S1C=NC(=C1)C1=NC=CC(=C1)C1=NOC(=N1)C(F)(F)F 3-(2-(thiazol-4-yl)pyridin-4-yl)-5-(trifluoromethyl)-1,2,4-oxadiazole